C(C)(C)[C@@]12CCCN2C(C2=C1SC(=C2)C2=NC(=NC=C2C(F)(F)F)NC2CCN(CC2)S(=O)(=O)C)=O (8aS)-8a-Isopropyl-2-(2-((1-(methylsulfonyl)piperidin-4-yl)amino)-5-(trifluoromethyl)pyrimidin-4-yl)-6,7,8,8a-tetrahydro-4H-thieno[2,3-a]pyrrolizin-4-one